ClC1=CC=C2C(=CNC2=C1C)\C=C\1/NC(N(C1=O)CC1=CC(=C(C#N)C=C1)F)=O (Z)-4-((4-((6-chloro-7-methyl-1H-indol-3-yl)methylene)-2,5-dioxoimidazol-1-yl)methyl)-2-fluorobenzonitrile